COC1=CC=C2C(=N1)OC(C(=C2)C2=CC=CC=C2)=O 7-methoxy-3-phenyl-2H-pyrano[2,3-b]pyridin-2-one